FC(C=1C=C2C=C(NC2=CC1)C(=O)N)(F)F 5-(trifluoromethyl)-1H-indole-2-carboxamide